N1N=CC=C1NC(N)=O 3-(1H-pyrazol-5-yl)urea